(1-(2-(2-aminoethoxy)ethyl)-1H-pyrazole-3,5-diyl)dimethanol trifluoroacetate FC(C(=O)O)(F)F.NCCOCCN1N=C(C=C1CO)CO